C(C)(=O)O[C@@H]1[C@H](OC([C@@H]1OC(C)=O)OC(C)=O)CNC(C(C)C)=O [(2R,3R,4R)-4,5-diacetoxy-2-[(2-methylpropanoylamino)methyl]tetrahydrofuran-3-yl] acetate